O1CCN(CC1)C1=CC=C2N=C3C(C4=C(C(C3=NC2=C1)=O)N=CC=C4)=O 9-morpholinopyrido[2,3-b]phenazine-5,12-dione